COC1=CC(=C(C=C1)C1=C2C(=C(N=N1)N[C@H]1CN(CCC1)C)C=NC=C2)C 1-(4-methoxy-2-methylphenyl)-N-[(3R)-1-methylpiperidin-3-yl]pyrido[3,4-d]pyridazin-4-amine